FC1=NC(=C(C(=C1F)C1=C(C=C(C=C1OC)OC)OC)F)F 2,3,5,6-tetrafluoro-4-(2,4,6-trimethoxyphenyl)pyridine